N-(5-(((2S,4R)-2-methyl-4-((2-methyl-2H-indazol-6-yl)oxy)pyrrolidin-1-yl)methyl)thiazol-2-yl)acetamide C[C@@H]1N(C[C@@H](C1)OC=1C=CC2=CN(N=C2C1)C)CC1=CN=C(S1)NC(C)=O